C1(CCCC1)N1C(=CC2=C1N=C(N=C2)NC2=NC=C(C=C2)N2CCN(CC2)CC(CO)O)C(=O)O 7-cyclopentyl-2-{5-[4-(2,3-dihydroxypropyl)-piperazin-1-yl]-pyridin-2-ylamino}-7H-pyrrolo[2,3-d]pyrimidine-6-carboxylic acid